O[C@@H](C(C)=O)CCC (R)-3-hydroxyhexan-2-one